FC=1C=NC=C(C1)OC1=C(C=C(C=C1)[N+](=O)[O-])C 3-fluoro-5-(2-methyl-4-nitrophenoxy)pyridine